O=C1NC(CC1S(=O)(=O)[O-])=O 2,5-dioxopyrrolidine-3-sulfonate